6-chloro-3,10-dimethoxybenzo[4,5]thieno[2,3-c]quinoline ClC1=NC2=CC(=CC=C2C2=C1SC1=C2C=C(C=C1)OC)OC